(3S,4S)-N,N-BIS(4-METHOXYBENZYL)-3-METHYL-1-PHENYLHEX-5-ENE-2-SULFONAMIDE COC1=CC=C(CN(S(=O)(=O)C(CC2=CC=CC=C2)[C@H](CC=C)C)CC2=CC=C(C=C2)OC)C=C1